C(C)(C)OC1=CC(=CC2=C1C(N1[C@@H](CO2)C[C@@H](C1)OC=1C=CC2=C(NC(OC2)=O)C1)=O)C (2S,11aR)-6-Isopropoxy-8-methyl-2-((2-oxo-1,4-dihydro-2H-benzo[d][1,3]oxazin-7-yl)oxy)-2,3,11,11a-tetrahydro-1H,5H-benzo[f]pyrrolo[2,1-c][1,4]oxazepin-5-one